The molecule is an indolyl carbohydrate that is indole-3-carboxylic acid in which the hydrogen at position 5 is replaced by a 6-O-malonyl-beta-D-glucosyloxy group. It has a role as a plant metabolite. It is an indolyl carbohydrate, an indolyl carboxylic acid, a dicarboxylic acid and a beta-D-glucoside. It derives from an indole-3-carboxylic acid. C1=CC2=C(C=C1O[C@H]3[C@@H]([C@H]([C@@H]([C@H](O3)COC(=O)CC(=O)O)O)O)O)C(=CN2)C(=O)O